(3-cyano-4-fluorophenyl)pyrrolidine-3-carboxamide C(#N)C=1C=C(C=CC1F)N1CC(CC1)C(=O)N